[NH4+].C(C=C)(=O)OCCCCC1=C(C(C)(C)C)C=CC(=C1)S(=O)(=O)O acryloyloxybutyl-trimethyl-toluene-4-sulfonic acid ammonium